O[C@@H]1[C@@H](O[C@H]([C@@H]1O)N1C2=NC=NC(=C2N=C1)O)C(OC)P(O)(O)=O [(2R,3S,4R,5R)-3,4-dihydroxy-5-(6-hydroxypurin-9-yl)-tetrahydrofuran-2-yl]-methoxymethylphosphonic acid